3-ethyl-phenylalanine C(C)C=1C=C(C[C@H](N)C(=O)O)C=CC1